C(C)(=O)OC=1[C@]2(C)[C@@H](CC1)[C@@H]1CC[C@H]3CC=CC[C@]3(C)[C@H]1CC2 17-acetoxy-5α-androst-2,16-diene